ClC=1C(=NC=CC1NC=1C(=C(CN2CCC(CC2)C(=O)O)C=CC1)F)C1=C(C(=CC=C1)C1=NC(=C(C=C1)CNC[C@H]1NC(CC1)=O)OC)Cl (S)-1-(3-((3-chloro-2-(2-chloro-3-(6-methoxy-5-((((5-oxopyrrolidin-2-yl)methyl)amino)methyl)pyridin-2-yl)phenyl)pyridin-4-yl)amino)-2-fluorobenzyl)piperidine-4-carboxylic acid